(S)-4-(4-((7-ethyl-6-carbonyl-5,6-dihydro-1,5-naphthyridin-3-yl)methyl)-3-methylpiperazin-1-yl)-2-fluoro-aza-methylbenzamide C(C)C=1C(NC=2C=C(C=NC2C1)CN1[C@H](CN(CC1)C1=C(C(=C(C(=O)N)C=C1)F)N)C)=C=O